C[C@@H]1CN(CCN1C)C=1C=CC=2N(C(C=C(N2)C2=NN3C(C(=NC(=C3)C)CC)=C2)=O)C1 7-[(3R)-3,4-dimethylpiperazin-1-yl]-2-(4-ethyl-6-methylpyrazolo[1,5-a]pyrazin-2-yl)-4H-pyrido[1,2-a]pyrimidin-4-one